N-aminoethyl-2-aminoethanecarboxylic acid, sodium salt [Na+].NCCNCCC(=O)[O-]